ClC=1C=CC(=NC1C(=O)O)C1=NC=C(C=C1F)C 5-Chloro-3'-fluoro-5'-methyl-[2,2'-bipyridine]-6-carboxylic acid